4-((R)-1-(3-amino-5-(trifluoromethyl)phenyl)ethyl)-N6-((S)-1-Benzylpyrrolidin-3-yl)-7-methoxy-2-methylquinazoline-4,6-diamine NC=1C=C(C=C(C1)C(F)(F)F)[C@@H](C)C1(NC(=NC2=CC(=C(C=C12)N[C@@H]1CN(CC1)CC1=CC=CC=C1)OC)C)N